C(C)(=O)C1=CC(=CN2C1=NC(=CC2=O)N2CCOCC2)C 9-acetyl-7-methyl-2-morpholino-4H-pyrido[1,2-a]pyrimidin-4-one